C(=C)C=1N=CC2=CC(=CC=C2C1)C(C)(C)O 2-(3-Vinylisoquinolin-7-yl)propan-2-ol